phenanthroline-5,6-diamine N1=CC=CC=2C(=C(C3=CC=CN=C3C12)N)N